2-(pyridin-3-yl)-2H-pyrazolo[3,4-f]pyrido[2,3-b][1,4]oxazepine-10(9H)-one N1=CC(=CC=C1)N1N=C2C(NC3=C(OC2=C1)N=CC=C3)=O